3-((8-chloro-1-(2,6-dichlorophenyl)-2-methyl-4-oxo-1,4-dihydro-1,6-naphthyridin-5-yl)amino)-2-hydroxy-N-(2-hydroxyethyl)propanamide ClC=1C=NC(=C2C(C=C(N(C12)C1=C(C=CC=C1Cl)Cl)C)=O)NCC(C(=O)NCCO)O